C(CCCCCCC\C=C/CCCCCCCC)(=O)O.C(CCCCCCC\C=C/CCCCCCCC)C(=O)O oleyl-carboxylate (oleate)